N,N'-(3-fluoro-4,7-dimethyl-8-oxo-5,6,7,8-tetrahydronaphthalene-1,7-diyl)diacetamide FC=1C=C(C=2C(C(CCC2C1C)(C)NC(C)=O)=O)NC(C)=O